O=C1NC(CCC1N1C(C2=CC=CC(=C2C1=O)NCCCCCN1N=NC(=C1)C1=CC=C(C(=O)NC2=CC3=C(NC(=N3)CN3[C@H](CCC3)C)C=C2)C=C1)=O)=O 4-(1-(5-((2-(2,6-dioxopiperidin-3-yl)-1,3-dioxoisoindolin-4-yl)amino)pentyl)-1H-1,2,3-triazol-4-yl)-N-(2-(((S)-2-methylpyrrolidin-1-yl)methyl)-1H-benzo[d]imidazol-5-yl)benzamide